BrC1=CC(=C(C=C1F)CC=1N(C2=C(N1)C(=CC(=C2)C(=O)OC)F)CC2(CC2)CF)F Methyl 2-[(4-bromo-2,5-difluoro-phenyl)methyl]-7-fluoro-3-[[1-(fluoromethyl)cyclopropyl]methyl]benzimidazole-5-carboxylate